2,2',6,6'-tetrabromobisphenol A CC(C)(C1=CC(=C(C(=C1)Br)O)Br)C2=CC(=C(C(=C2)Br)O)Br